2-amino-N-((1r,4r)-4-hydroxycyclohexyl)-5-(4-(1-isopropylpyrrolidin-3-yl)phenyl)nicotinamide NC1=C(C(=O)NC2CCC(CC2)O)C=C(C=N1)C1=CC=C(C=C1)C1CN(CC1)C(C)C